C(#N)CC(=O)N1CC(C=CC1)C 1-(2-cyanoacetyl)-3-methyl-1,2,3,6-tetrahydropyridine